N-nitroso-dinaphthyl-amine N(=O)N(C1=CC=CC2=CC=CC=C12)C1=CC=CC2=CC=CC=C12